N-(2-(2-fluoronaphthalen-1-yl)ethyl)-N-methylpropan-2-amine FC1=C(C2=CC=CC=C2C=C1)CCN(C(C)C)C